N-(3-acetyl-4-fluorophenyl)-4-Cyclopropyl-2-(4-fluoro-2-methylphenoxy)-5-(trifluoromethyl)benzamide C(C)(=O)C=1C=C(C=CC1F)NC(C1=C(C=C(C(=C1)C(F)(F)F)C1CC1)OC1=C(C=C(C=C1)F)C)=O